C(\C=C\C)OCC=1C(=NC=CC1I)OC (E)-3-((but-2-en-1-oxy)methyl)-4-iodo-2-methoxypyridine